3-(5-(methylthio)-4-(quinolin-6-yl)-4H-1,2,4-triazol-3-yl)propan-1-ol CSC=1N(C(=NN1)CCCO)C=1C=C2C=CC=NC2=CC1